Cl.F[C@]1(CCNCCC1)C(=O)OC methyl (R)-4-fluoroazepane-4-carboxylate, hydrochloride